1-(3-bromophenyl)-2-(1H-imidazol-1-yl)ethan-1-ol BrC=1C=C(C=CC1)C(CN1C=NC=C1)O